O1C=CC(=CC2=C1C=CC=C2)S(=O)(=O)N benzoxepine-4-sulfonamide